methyl 5-(1-methylsulfonyloxyethyl)thiophene-2-carboxylate CS(=O)(=O)OC(C)C1=CC=C(S1)C(=O)OC